NC(CN1N=C(C=C1)C1=C(C=NC(=C1)C1=CC=C(C=C1)F)CNC(OC(C)(C)C)=O)=O tert-butyl ((4-(1-(2-amino-2-oxoethyl)-1H-pyrazol-3-yl)-6-(4-fluorophenyl)pyridin-3-yl)methyl)carbamate